(R)-(2-Chloro-3-fluorophenyl)(cyclopropyl)methanamine ClC1=C(C=CC=C1F)[C@H](N)C1CC1